4-nitrophenyl-acetylene [N+](=O)([O-])C1=CC=C(C=C1)C#C